(S)-piperazin-2-yl-methanol N1[C@@H](CNCC1)CO